dimethyl-bis(1-methyl-1-phenyl-propynyloxy)silane C[Si](OC(C#C)(C)C1=CC=CC=C1)(OC(C#C)(C1=CC=CC=C1)C)C